6-(4-cyclopropyl-1,2,3-thiadiazole-5-carboxamido)-7-oxohept-2-enoate C1(CC1)C=1N=NSC1C(=O)NC(CCC=CC(=O)[O-])C=O